FC(C=1C=C(C=CC1)[C@@H](CC(=O)OCC)NC(=O)NC=1C(N(C=CC1O)C)=O)(C1=C(C=CC=C1)C)F ethyl (R)-3-(3-(difluoro(o-tolyl)methyl) phenyl)-3-(3-(4-hydroxy-1-methyl-2-oxo-1,2-dihydropyridin-3-yl) ureido)propanoate